neopentyl glycol dicaprinate C(CCCCCCCCC)(=O)OCC(C)(COC(CCCCCCCCC)=O)C